2-fluoro-5-methoxy-N-(1-methylpiperidin-4-yl)benzamide FC1=C(C(=O)NC2CCN(CC2)C)C=C(C=C1)OC